[Si](C)(C)(C(C)(C)C)NS(=O)(=O)C1=NN(C=C1CO[Si](C)(C)C(C)(C)C)C(C)C N-(tert-butyldimethylsilyl)-4-((tert-butyldimethylsilyloxy)methyl)-1-isopropyl-1H-pyrazole-3-sulfonamide